FC=1C=C(C=CC1)C(=C1CCN(CC1)C(=O)C=1C2=C(C=NC1)C=CN2)C2=CC(=CC=C2)F (4-(bis(3-fluorophenyl)methylene)piperidin-1-yl)(1H-pyrrolo[3,2-c]pyridin-7-yl)methanone